1-cyclopropyl-3-(4-fluoroindolin-5-yl)-1H-pyrazolo[3,4-d]pyrimidin-4-amine C1(CC1)N1N=C(C=2C1=NC=NC2N)C=2C(=C1CCNC1=CC2)F